(1S,4s)-4-(8-(3-chloro-2-fluorophenylamino)-2-((1R,2R)-2-hydroxycyclopentylamino)-9H-purin-9-yl)cyclohexanecarboxamide ClC=1C(=C(C=CC1)NC=1N(C2=NC(=NC=C2N1)N[C@H]1[C@@H](CCC1)O)C1CCC(CC1)C(=O)N)F